(3-amino-4-nitrophenyl)-methyl-2-morpholinopropionamide NC=1C=C(C=CC1[N+](=O)[O-])CC(C(=O)N)(N1CCOCC1)C